ClC1=C(C=C(C=C1)C1CC1)OCOC 1-Chloro-4-cyclopropyl-2-(methoxymethoxy)benzene